(difluoromethyl)oxetane-3-sulfonamide FC(F)C1OCC1S(=O)(=O)N